The molecule is the oxime carbamate resulting from the addition of 2-methyl-2-(methylsulfanyl)propanaldoxime to methyl isocyanate. A member of the class of oxime carbamate insecticides, aldicarb is a mixture of E and Z isomers; it is not known which isomer is more active. It has a role as a carbamate insecticide, an EC 3.1.1.7 (acetylcholinesterase) inhibitor, an acaricide and a nematicide. It derives from a 2-methyl-2-(methylsulfanyl)propanal oxime and a methyl isocyanate. CC(C)(/C=N/OC(=O)NC)SC